(2S)-2-(tert-butoxycarbonyl-amino)-2-(3,3-dimethylcyclohexyl)acetic acid C(C)(C)(C)OC(=O)N[C@H](C(=O)O)C1CC(CCC1)(C)C